(1,2-dioleyloxypropyl)trimethylammonium chloride [Cl-].C(CCCCCCC\C=C/CCCCCCCC)OC(C(C)OCCCCCCCC\C=C/CCCCCCCC)[N+](C)(C)C